COC(N[C@H](C(=O)NC=1C(N(C=CC1)CC=1NC2=NC=NC(=C2N1)C1CCCCC1)=O)CC\C=C\C(=O)N(C)C)=O Methyl-(S,E)-(1-((1-((6-cyclohexyl-9H-purin-8-yl)methyl)-2-oxo-1,2-dihydropyridin-3-yl)amino)-7-(dimethylamino)-1,7-dioxohept-5-en-2-yl)carbamat